N1=CC=NC=C1C(=O)O Pyrazine-6-Carboxylic Acid